Br\C(\C=O)=C/OC(C)C (Z)-2-bromo-3-isopropoxylacrolein